(1-(tert-butoxycarbonyl)piperidin-4-yl)oxazole-5-carboxylic acid ethyl ester C(C)OC(=O)C1=CN=C(O1)C1CCN(CC1)C(=O)OC(C)(C)C